1,2-dimethyl-1,2,3,4-tetrahydroquinoline CN1C(CCC2=CC=CC=C12)C